Cl.C(C)OC(C(F)(F)C1=C(C(=CC=C1)[C@@H](C)N)F)=O (R)-2-(3-(1-aminoethyl)-2-fluorophenyl)-2,2-difluoroacetic acid ethyl ester hydrochloride